5-octadecyl-1,2,3-oxadiazol-4(5H)-one C(CCCCCCCCCCCCCCCCC)C1C(N=NO1)=O